COCOC=1C=CC(=NC1)COC=1C=C2CN(CC2=CC1)C1=C(C=NC=C1)C#N 4-(5-{[5-(methoxymethoxy)pyridin-2-yl]methoxy}-2,3-dihydro-1H-isoindol-2-yl)pyridine-3-carbonitrile